4-bromo-3-methoxy-N-(pivaloyloxy)benzamide BrC1=C(C=C(C(=O)NOC(C(C)(C)C)=O)C=C1)OC